CN1CCN(CCC1)C1=NC2=CC=CC=C2C(=N1)N1CC(C1)C(=O)N 1-(2-(4-methyl-1,4-diazepan-1-yl)quinazolin-4-yl)azetidine-3-carboxamide